OCCC(CCCCC)=O 1-hydroxy-3-oxo-octane